3-aminopyridinium mesylate S(C)(=O)(=O)[O-].NC=1C=[NH+]C=CC1